C(C)(C)(C)OC(NC1(CCN(CC1)C1=NC(=C(C(=N1)N)Br)OC)C)=O (1-(4-Amino-5-bromo-6-methoxypyrimidin-2-yl)-4-methylpiperidin-4-yl)carbamic acid tert-butyl ester